TRIMETHYLSILYL BROMIDE C[Si](C)(C)Br